CN1N=CC(=C1)C=1C=NN2C1C=C(C=C2)C2=CNC1=NC=C(C=C12)C(=O)N1CC=2N(CC1)C=C(N2)C (3-(3-(1-methyl-1H-pyrazol-4-yl)pyrazolo[1,5-a]pyridin-5-yl)-1H-pyrrolo[2,3-b]pyridin-5-yl)(2-methyl-5,6-dihydroimidazo[1,2-a]pyrazin-7(8H)-yl)methanone